FC(C=1C(=C(C=CC1)[C@@H](C)NC1=NC(=NC2=CC(=C(C=C12)OC)C#N)C)F)F (R)-4-((1-(3-(difluoromethyl)-2-fluorophenyl)ethyl)amino)-6-methoxy-2-methyl-quinazoline-7-carbonitrile